ClC=1C(NN=CC1N1C[C@@H](CC1)OC1=NC=CC(=C1)C=1C(=NN(C1C)CCO)C)=O (R)-4-chloro-5-(3-((4-(1-(2-hydroxyethyl)-3,5-dimethyl-1H-pyrazol-4-yl)pyridin-2-yl)oxy)pyrrolidin-1-yl)pyridazin-3(2H)-one